O1C(=CC=C1)CNC(=S)NC=1C=NC2=CC=CC=C2C1 1-(2-furylmethyl)-3-quinolin-3-ylthiourea